[C@H]12CN(C[C@H](CC1)N2)C2=NC(=NC1=C(C(=C(C=C21)Cl)C2=CC(=CC1=CC=C(C(=C21)Cl)F)O)F)OCC21CCCN1CCC2 4-(4-((1R,5S)-3,8-Diazabicyclo[3.2.1]octan-3-yl)-6-chloro-8-fluoro-2-((tetrahydro-1H-pyrrolizin-7a(5H)-yl)methoxy)quinazolin-7-yl)-5-chloro-6-fluoronaphthalen-2-ol